C(C)(C)(C)OC(=O)N1CCC(CC1)C#CCCOS(=O)(=O)C 4-(4-((methylsulfonyl)oxy)but-1-yne-1-yl)piperidine-1-carboxylic acid tert-butyl ester